C(C=C)(=O)OCCCCCCOC1=CC=C(C(=O)O)C=C1 4-(6-acryloxyhexyloxy)benzoic acid